4-[2-fluoro-4-(2-methylsulfanylethoxy)phenyl]Piperazine-1-carboxylic acid tert-butyl ester C(C)(C)(C)OC(=O)N1CCN(CC1)C1=C(C=C(C=C1)OCCSC)F